[5-[2-[tert-butyl(dimethyl)silyl]oxyethoxy]-2-pyridyl]methanol [Si](C)(C)(C(C)(C)C)OCCOC=1C=CC(=NC1)CO